tert-butyl-3-(4-(((methylsulfonyl)oxy)methyl)-pent-4-enoyl)-6,7-dihydro-2H-pyrazolo[4,3-c]pyridine-5(4H)-carboxylate C(C)(C)(C)OC(=O)N1CC=2C(CC1)=NNC2C(CCC(=C)COS(=O)(=O)C)=O